4-(3-Bromo-2-fluoro-5-((tetrahydrofuran-3-yl)oxy)phenyl)-1,3,5-trimethyl-1H-pyrazole BrC=1C(=C(C=C(C1)OC1COCC1)C=1C(=NN(C1C)C)C)F